C(C1=CC=CC=C1)N1C=CC2=C(C=CC=C12)N 1-benzyl-4-aminoindole